COC(=O)C1=CC=NC2=CC=C(C=C12)C1(CCOCC1)C=O 6-(4-formyltetrahydro-2H-pyran-4-yl)quinoline-4-carboxylic acid methyl ester